((5-(3-(difluoromethyl)-1-methyl-1H-pyrazol-4-yl)-1,3,4-oxadiazol-2-yl)thio)-1-(4-(ethylsulfonyl)piperazin-1-yl)ethan-1-one FC(C1=NN(C=C1C1=NN=C(O1)SCC(=O)N1CCN(CC1)S(=O)(=O)CC)C)F